ClC=1C=CC=C2C=CC=C(C12)C1C(C=2N=C(N=C(C2CO1)N1C[C@@H](N(CC1)C(=O)OC(C)(C)C)CC#N)OC[C@H]1N(CCC1)C)(C)C tert-butyl (2S)-4-(7-(8-chloronaphthalen-1-yl)-8,8-dimethyl-2-(((S)-1-methylpyrrolidin-2-yl)methoxy)-7,8-dihydro-5H-pyrano[4,3-d]pyrimidin-4-yl)-2-(cyanomethyl)piperazine-1-carboxylate